2-((4-(6-isopropyl-5-(8-methoxy-[1,2,4]triazolo[1,5-a]pyridin-6-yl)-4H-pyrrolo[3,2-d]thiazol-2-yl)cyclohexyl)(methyl)amino)-N,N-dimethylacetamide C(C)(C)C1=C(NC2=C1N=C(S2)C2CCC(CC2)N(CC(=O)N(C)C)C)C=2C=C(C=1N(C2)N=CN1)OC